NC=1C2=C(N=CN1)N(C=C2C(=O)O)CC(=O)N2[C@@H](C[C@H](C2)F)C(NCC2=C(C(=CC=C2)Cl)F)=O 4-amino-7-(2-((2S,4R)-2-((3-chloro-2-fluorobenzyl)carbamoyl)-4-fluoropyrrolidin-1-yl)-2-oxoethyl)-7H-pyrrolo[2,3-d]pyrimidine-5-carboxylic acid